Methyl 4-(3-chloro-4-nitro-pyrazol-1-yl)cyclohexanecarboxylate ClC1=NN(C=C1[N+](=O)[O-])C1CCC(CC1)C(=O)OC